O=C([C@H](O)[C@@H](O)[C@H](O)[C@@H](O)C(=O)[O-])[O-] L-Idarate